N-methyl-3-(2-methyl-2H-tetrazol-5-yl)-4-((4-(trifluoromethyl)phenyl)amino)benzamide CNC(C1=CC(=C(C=C1)NC1=CC=C(C=C1)C(F)(F)F)C=1N=NN(N1)C)=O